C(C)NC1=CC(=CC(=N1)N1C(C2=CC(=CC(=C2C1)C(F)(F)F)CN1C[C@H](CCC1)C)=O)C1=C(C=CC=C1)C1=NN=CN1C (S)-2-(6-(Ethylamino)-4-(2-(4-methyl-4H-1,2,4-triazol-3-yl)phenyl)pyridine-2-yl)6-((3-methylpiperidin-1-yl)methyl)-4-(trifluoromethyl)isoindolin-1-one